(R)-2-(3-(1-((6-bromo-2,7-dimethyl-7H-pyrazolo[3,4-h]quinazolin-4-yl)amino)ethyl)phenyl)-2,2-difluoroethan-1-ol BrC=1C=C2C(=NC(=NC2=C2C1N(N=C2)C)C)N[C@H](C)C=2C=C(C=CC2)C(CO)(F)F